ClC1=C(C=CC=C1)NC(C1=CC=C(C=C1)NC1=NC(=NC=C1F)NC1=CC=C(C=C1)CC(N1CCNCC1)=O)=O N-(2-chlorophenyl)-4-((5-fluoro-2-((4-(2-oxo-2-(piperazin-1-yl)ethyl)phenyl)amino)pyrimidine-4-yl)amino)benzamide